C1(CC1)C1=NC=2C=3N(C4C(C2C=C1OCCCOC)CCC4(C)C)C=C(C(C3)=O)C(=O)O 2-Cyclopropyl-3-(3-methoxypropoxy)-7,7-dimethyl-11-oxo-4b,5,6,7,7a,11-hexahydrocyclopenta[f]pyrido[1,2-h][1,7]naphthyridine-10-carboxylic acid